methylethyl-[(trimethylsiloxy)dimethyl-siloxy]silane C[SiH](O[Si](C)(C)O[Si](C)(C)C)CC